C(#N)C1=CC=C(C=C1)NC=1C=C(C=CC1[C@H](C(F)(F)F)OCC)[C@@H](CC(=O)O)COC (R)-3-(3-((4-cyanophenyl)amino)-4-((R)-1-ethoxy-2,2,2-trifluoroethyl)phenyl)-4-methoxybutanoic acid